Cl.N1=CC(=CC=C1)N1CCNCC1 1-(pyridin-3-yl)piperazine hydrochloride salt